CB(C)F dimethyl-boron fluoride